14-((2-(2,6-dioxopiperidin-3-yl)-1-oxoisoindolin-4-yl)thio)-3,6,9,12-tetraoxatetradecane-1-amide O=C1NC(CCC1N1C(C2=CC=CC(=C2C1)SCCOCCOCCOCCOCC(=O)N)=O)=O